lauryl maleate sodium salt [Na+].C(\C=C/C(=O)[O-])(=O)OCCCCCCCCCCCC